COC(CNN1C(CCC2=CC=C(C=C12)CCN1CCN(CC1)C1=CC(=CC2=C1C=CS2)F)=O)=O (7-(2-(4-(6-fluorobenzothiophen-4-yl)piperazin-1-yl)ethyl)-2-oxo-3,4-dihydroquinolin-1(2H)-yl)glycine methyl ester